O1COC2=C1C=CC(=C2)C(C(=O)C2=NC1=CC=C(C=C1N=C2O)Cl)O 2-(1,3-Benzodioxol-5-yl)-1-(6-chloro-3-hydroxy-2-quinoxalinyl)-2-hydroxyethanone